CCCCOC(=O)CC#N n-Butyl Cyanoacetate